CC=1C(C(CCC1)(C)C)\C=C\C(CC)=O (E)-1-(2,6,6-TRIMETHYL-2-CYCLOHEXEN-1-YL)-1-PENTEN-3-ONE